4'-cyclopropyl-5-(trifluoromethyl)[1,1'-biphenyl]-2-carboxylic acid C1(CC1)C1=CC=C(C=C1)C=1C(=CC=C(C1)C(F)(F)F)C(=O)O